C(C(C)C)N1[C@H](CN(CC1)CC=1C=CC2=C(C(=NO2)N2C(NC(CC2)=O)=O)C1)COC (R)-1-(5-((4-isobutyl-3-(methoxymethyl)piperazin-1-yl)methyl)benzo[d]isoxazol-3-yl)dihydropyrimidine-2,4(1H,3H)-dione